NC1=CC=C(OC2=C(C#N)C(=CC=C2)OC2=CC=C(C=C2)N)C=C1 2,6-di(4-aminophenoxy)benzonitrile